ClC1=C(C=O)C=CC(=C1)C#C[Si](C(C)C)(C(C)C)C(C)C 2-chloro-4-((triisopropylsilyl)ethynyl)benzaldehyde